CC(C)[Bi]=N propan-2-ylbismuthanimine